4,4,5,5,6,6,7,7,7-nonafluoro-1-phenyl-2-(2-pyridyl)heptan-1-one FC(CC(C(=O)C1=CC=CC=C1)C1=NC=CC=C1)(C(C(C(F)(F)F)(F)F)(F)F)F